N-(2-(2-oxa-6-azaspiro[3.3]heptan-6-yl)ethyl)-4-((2R,4s,6S)-2-cyano-7-((5-methoxy-7-methyl-1H-indol-4-yl)methyl)-7-azaspiro[3.5]nonan-6-yl)benzamide C1OCC12CN(C2)CCNC(C2=CC=C(C=C2)[C@@H]2CC1(CC(C1)C#N)CCN2CC2=C1C=CNC1=C(C=C2OC)C)=O